3-[2-Hydroxy-3-[4-[[3-[(E)-3-(4-methoxyphenyl)-3-oxoprop-1-enyl]phenoxy]methyl]triazol-1-yl]propoxy]-2,4-dimethyl-2H-thiophen-5-one OC(COC=1C(SC(C1C)=O)C)CN1N=NC(=C1)COC1=CC(=CC=C1)\C=C\C(=O)C1=CC=C(C=C1)OC